CS(=O)(=O)C(C)(C)C1=CC=C(C=C1)NC=1N=CC2=C(N1)CN(CC2)C2=C(C1=C(OCCN1)N=C2)C N-[4-(2-methanesulfonylpropan-2-yl)phenyl]-7-{8-methyl-1H,2H,3H-pyrido[2,3-b][1,4]oxazin-7-yl}-5H,6H,7H,8H-pyrido[3,4-d]pyrimidin-2-amine